[Si](C)(C)(C(C)(C)C)OC1C(COC2=CC=CC=C12)CCO 2-(4-((TERT-BUTYLDIMETHYLSILYL)OXY)CHROMAN-3-YL)ETHAN-1-OL